tri-sodium triacetate C(C)(=O)[O-].C(C)(=O)[O-].C(C)(=O)[O-].[Na+].[Na+].[Na+]